4-((R)-2-azidobut-2-yl)-6-chloro-1-((1S,2R,3R)-2-methyl-3-(methylsulfanyl)cyclobutoxy)-2,7-naphthyridine N(=[N+]=[N-])[C@](C)(CC)C1=CN=C(C2=CN=C(C=C12)Cl)O[C@@H]1[C@H]([C@@H](C1)SC)C